ClC=1C(=NC(=NC1)NC1CCC(CC1)NCC=1C=NNC1C)C=1C=NN(C1CC1CC1)C (1R,4R)-N1-(5-chloro-4-(5-(cyclopropyl-methyl)-1-methyl-1H-pyrazol-4-yl)pyrimidin-2-yl)-N4-((5-methyl-1H-pyrazol-4-yl)methyl)cyclohexane-1,4-diamine